2-chloro-4-[(3-trifluoromethanesulfonylphenyl)methyl]pyridine ClC1=NC=CC(=C1)CC1=CC(=CC=C1)S(=O)(=O)C(F)(F)F